C(C1=CC=CC=C1)OC(=O)N[C@H]1[C@H]2CC[C@@H](CC1)N2C(=O)OC(C)(C)C |r| tert-butyl rac-(1R,2R,5R)-2-(((benzyloxy)carbonyl)amino)-8-azabicyclo[3.2.1]octane-8-carboxylate